O1C(=CC=C1C(=O)OC)C(=O)OC dimethyl furan-2,5-dicarboxylate